cis-N-(1-(tert-butyl)-5-(4-hydroxytetrahydrofuran-2-yl)-1H-pyrazol-3-yl)-1-cyclopropyl-1H-pyrazole-5-Carboxamide C(C)(C)(C)N1N=C(C=C1[C@@H]1OC[C@@H](C1)O)NC(=O)C1=CC=NN1C1CC1